trifluoromethyl-selenoindole FC([Se]C=1NC2=CC=CC=C2C1)(F)F